C1(CC1)C=1C=CC(=C(C1)N1CCN(CC1)CC=1N=NC=CC1)C=1N=NNN1 3-[[4-[5-cyclopropyl-2-(2H-tetrazol-5-yl)phenyl]piperazin-1-yl]methyl]pyridazine